NCCCO[Si](OC)(C)CCCN (aminoethyl)γ-aminopropyl-methyldimethoxysilane